(6z,12z)-6,12-hexadecadienoic acid C(CCCC\C=C/CCCC\C=C/CCC)(=O)O